C[NH2+]CCCC(=O)C1=CNC(=O)C=C1 The molecule is an organic cation that is the conjugate acid of 6-hydroxypseudooxynicotine, obtained by protonation of the secondary amino group; major species at pH 7.3. It is a conjugate acid of a 6-hydroxypseudooxynicotine.